[3-fluoro-4-(4-oxocyclohexyl)anilino]piperidine-2,6-dione FC=1C=C(NN2C(CCCC2=O)=O)C=CC1C1CCC(CC1)=O